aluminium-zirconium [Zr].[Al]